bicyclo[2.2.2]octa-2,5-diene C12C=CC(C=C1)CC2